NC1=NC(=C(C=C1C=1C=C2C(=CNC(C2=CC1)=O)F)C1=CC=C(C=C1)N1CCN(CC1)CC1CC1)F 6-(2-amino-5-(4-(4-(cyclopropylmethyl)piperazin-1-yl)phenyl)-6-fluoropyridin-3-yl)-4-fluoroisoquinolin-1(2H)-one